1-(4-((7-methoxy-4-(quinolin-4-ylamino)quinazolin-6-yl)oxy)piperidin-1-yl)prop-2-en-1-one COC1=C(C=C2C(=NC=NC2=C1)NC1=CC=NC2=CC=CC=C12)OC1CCN(CC1)C(C=C)=O